2-((1R,2R)-1-(2-cyanophenyl)-1-(1-(trifluoromethyl)-1H-pyrazol-4-yl)propan-2-yl)-5-hydroxy-N-(isoxazol-4-yl)-1-methyl-6-oxo-1,6-dihydropyrimidine-4-carboxamide C(#N)C1=C(C=CC=C1)[C@@H]([C@@H](C)C=1N(C(C(=C(N1)C(=O)NC=1C=NOC1)O)=O)C)C=1C=NN(C1)C(F)(F)F